3,5-di-t-butyl-4-hydroxy-benzylphosphonic acid-diethyl ester C(C)OP(OCC)(=O)CC1=CC(=C(C(=C1)C(C)(C)C)O)C(C)(C)C